methyl 1-[(2R)-2-amino-6-[(tert-butoxycarbonyl)amino]hexanoyl]-4-[(tert-butoxycarbonyl)amino]piperidine-4-carboxylate N[C@@H](C(=O)N1CCC(CC1)(C(=O)OC)NC(=O)OC(C)(C)C)CCCCNC(=O)OC(C)(C)C